C(C)(C)(C)OC(N(C1=NC=C(C2=CC=C(C=C12)C1=CC=NN1C)C=1SC(=C(N1)CN(C)C(=O)OC(C)(C)C)C1CCOCC1)C(=O)OC(C)(C)C)=O tert-butyl(tert-butoxycarbonyl)(4-(4-(((tert-butoxycarbonyl)(methyl)amino)methyl)-5-(tetrahydro-2H-pyran-4-yl)thiazol-2-yl)-7-(1-methyl-1H-pyrazol-5-yl)isoquinolin-1-yl)carbamate